C(CCC)OC1=C(C=CC=C1)C1=NC(=CC(=C1)C1=CC=C(C=C1)N(C)C)C1=CC=CC=C1 4-[2-[2-(butoxy)phenyl]-6-phenyl-4-pyridinyl]-N,N-dimethylbenzeneamine